N-(6-amino-5-methyl-3-pyridyl)-2-[(2R,5S)-2-[2-[2-(dimethylamino)ethyl]-1,3-benzothiazol-5-yl]-5-methyl-1-piperidyl]-2-oxo-acetamide NC1=C(C=C(C=N1)NC(C(=O)N1[C@H](CC[C@@H](C1)C)C=1C=CC2=C(N=C(S2)CCN(C)C)C1)=O)C